FC(C1=C(C=C(C=N1)N1C(N=CC2=CC=CC(=C12)F)(C)C)C)F [6-(difluoromethyl)-5-methyl-3-pyridinyl]-8-fluoro-2,2-dimethyl-1H-quinazoline